ClC1=CC(=C(C(=C1)F)C1=NN(C=C1/C=C/C(=O)N[C@@H](CC1=CNC2=CC=CC=C12)C(=O)O)C1=CC=CC=C1)F (E)-(3-(3-(4-chloro-2,6-difluorophenyl)-1-phenyl-1H-pyrazol-4-yl)acryloyl)-L-tryptophan